8-fluoro-7-[7-fluoro-3-(methoxymethoxy)-8-[2-(triisopropylsilyl)ethynyl]naphthalen-1-yl]-2-(methyl-sulfanyl)pyrido[4,3-d]pyrimidin-5-ylpyrrolidine-2-carboxamide FC1=C(N=C(C2=C1N=C(N=C2)SC)N2C(CCC2)C(=O)N)C2=CC(=CC1=CC=C(C(=C21)C#C[Si](C(C)C)(C(C)C)C(C)C)F)OCOC